ClC1=CC=C(CN2[C@@]3(CCN(C3)C=O)C(N(CC2=O)C2=C(C=C(C#N)C=C2)F)=O)C=C1 (R)-4-(6-(4-chlorobenzyl)-2-formyl-7,10-dioxo-2,6,9-triazaspiro[4.5]decan-9-yl)-3-fluorobenzonitrile